CC(C)(CCCC(C=C)C)OC(C1=CC=C(C=C1)OC)=O 2,6-Dimethyloct-7-en-2-yl-4-methoxybenzoat